1,2-dipropyl-pyrazolidine C(CC)N1N(CCC1)CCC